3-(1-oxo-5-(trifluoromethoxy)-6-(trifluoromethyl)isoindolin-2-yl)piperidine-2,6-dione O=C1N(CC2=CC(=C(C=C12)C(F)(F)F)OC(F)(F)F)C1C(NC(CC1)=O)=O